2-amino-3,5-difluoro-4-iodopyridine NC1=NC=C(C(=C1F)I)F